(trimethylsilyl)propionic acid C[Si](C)(C)C(C(=O)O)C